COCC1=C(SC=C1)C=O 3-(methoxymethyl)thiophene-2-carbaldehyde